7-[4-[2-[4-[(E)-3-(4-Chlorophenyl)prop-2-enoyl]anilino]-2-oxoethyl]piperazin-1-yl]-1-cyclopropyl-6-fluoro-4-oxoquinoline-3-carboxylic acid ClC1=CC=C(C=C1)/C=C/C(=O)C1=CC=C(NC(CN2CCN(CC2)C2=C(C=C3C(C(=CN(C3=C2)C2CC2)C(=O)O)=O)F)=O)C=C1